(hydroxymethyl-aminomethane) HCl Cl.OCCN